N-(2-Aminophenyl)prop-2-enamide NC1=C(C=CC=C1)NC(C=C)=O